FC1=C(C=CC=C1)C1CCCC=2N1N=C(N2)C(=O)N[C@@H]2C(N(C=1N(CC2)N=CC1)C)=O |r| 5-(2-Fluorophenyl)-N-[rac-(6S)-4-methyl-5-oxo-7,8-dihydro-6H-pyrazolo[1,5-a][1,3]diazepin-6-yl]-5,6,7,8-tetrahydro-[1,2,4]triazolo[1,5-a]pyridin-2-carboxamid